S1C(=NC2=C1C=CC=C2)NC([C@@H](C)N2C[C@@H](C(CC2)(F)F)C2=CC=[N+](C=C2)[O-])=O 4-((S)-1-((R)-1-(benzo[d]thiazol-2-ylamino)-1-oxopropan-2-yl)-4,4-difluoropiperidin-3-yl)pyridine 1-oxide